(R)-N-(3-fluoro-2-methyl-4-(N-(1-(piperidin-4-yl)ethyl)sulfamoyl)phenyl)-2-methylbenzamide FC=1C(=C(C=CC1S(N[C@H](C)C1CCNCC1)(=O)=O)NC(C1=C(C=CC=C1)C)=O)C